NCC(=O)N1[C@@H](CN(CC1)C1=NC=C(C=N1)C1=CC=C2C(=N1)N(C(C2=O)(C)C)CC=2C(=NC=CC2)C#N)C 3-[[6-[2-[(3R)-4-(2-aminoacetyl)-3-methyl-piperazin-1-yl]pyrimidin-5-yl]-2,2-dimethyl-3-oxopyrrolo[2,3-b]pyridin-1-yl]methyl]pyridine-2-carbonitrile